C[Si](CCOCOCCCCCCC)(C)C 1-{[2-(trimethylsilyl)ethoxy]methoxy}heptane